N5-((1R,5S,6r)-3,3-difluorobicyclo[3.1.0]hexan-6-yl)-3-ethyl-N7-methyl-3-phenyl-2,3-dihydrobenzofuran-5,7-dicarboxamide FC1(C[C@H]2C([C@H]2C1)NC(=O)C=1C=C(C2=C(C(CO2)(C2=CC=CC=C2)CC)C1)C(=O)NC)F